methyl (S)-3-(8-(2,4-dioxo-1,4-dihydropyrido[3,4-d]pyrimidin-3(2H)-yl)quinolin-5-yl)-2-(tritylamino)propanoate O=C1N(C(C2=C(N1)C=NC=C2)=O)C=2C=CC(=C1C=CC=NC21)C[C@@H](C(=O)OC)NC(C2=CC=CC=C2)(C2=CC=CC=C2)C2=CC=CC=C2